C(C)(C)(C)OC(=O)N1[C@@H](C[C@@H](C1)C#N)C1=NC(=NO1)CCCC1=CC=CC=C1 (2S,4S)-4-cyano-2-(3-(3-phenylpropyl)-1,2,4-oxadiazol-5-yl)pyrrolidine-1-carboxylic acid tert-butyl ester